2-chloro-2-(4-methylphenyl)oxirane ClC1(OC1)C1=CC=C(C=C1)C